FC(C(C(F)(F)F)OC(=O)N1CCC2(CCCN2CC=2C=C(C=C(C2)C(F)(F)F)N2[C@H](CCCC2)C(=O)O)CC1)(F)F (R)-1-(3-((8-(((1,1,1,3,3,3-Hexafluoropropan-2-yl)oxy)carbonyl)-1,8-diazaspiro[4.5]decan-1-yl)methyl)-5-(trifluoromethyl)phenyl)piperidine-2-carboxylic acid